(6S)-N-((S)-3-oxo-1-((S)-2-oxopyrrolidin-3-yl)-4-(trifluoromethoxy)butan-2-yl)-5-(4,4,4-trifluoro-2-hydroxybutanoyl)-5-azaspiro[2.4]heptane-6-carboxamide O=C([C@H](C[C@H]1C(NCC1)=O)NC(=O)[C@H]1N(CC2(CC2)C1)C(C(CC(F)(F)F)O)=O)COC(F)(F)F